1-cyano-4'-n-octyloxybiphenyl C(#N)C1(CC=CC=C1)C1=CC=C(C=C1)OCCCCCCCC